N-{6-[(3-cyclopropyl-1H-pyrazol-5-yl)amino]-5-methoxy-1,2-benzoxazol-3-yl}-2,6-dimethoxy-4-(1-methylpiperidin-2-yl)benzene-1-sulfonamide C1(CC1)C1=NNC(=C1)NC1=CC2=C(C(=NO2)NS(=O)(=O)C2=C(C=C(C=C2OC)C2N(CCCC2)C)OC)C=C1OC